ClC1=CC=C(C=N1)NC1=NC=CC2=CC(=CC=C12)OCC1CN(C1)CC(F)(F)F N-(6-chloropyridin-3-yl)-6-((1-(2,2,2-trifluoroethyl)azetidin-3-yl)methoxy)isoquinolin-1-amine